2-(2,3-dimethylphenyl)propan-2-amine CC1=C(C=CC=C1C)C(C)(C)N